1-(5-methoxybenzo[d]oxazol-2-yl)-3-phenyl-4-(piperidin-1-yl)-1H-pyrazol-5-amine COC=1C=CC2=C(N=C(O2)N2N=C(C(=C2N)N2CCCCC2)C2=CC=CC=C2)C1